3-(2-hydroxyethyl)-3-butenol OCCC(CCO)=C